1-ethylsodium sulfate S(=O)(=O)(O)O.C(C)[Na]